FC1(CCC(CC1)COC1CN(C1)C(=O)N1CC(CC1)C1=NN=CN1)F [3-[(4,4-Difluorocyclohexyl)methoxy]azetidin-1-yl]-[3-(4H-1,2,4-triazol-3-yl)pyrrolidin-1-yl]methanone